C/C(/C(=O)N[C@@H](CCCCNC(\C(=C\C)\C)=O)C(=O)OC)=C\C methyl N2,N6-bis((E)-2-methylbut-2-enoyl)lysinate